4-cyclohexylaminobutane-1-sulfonic acid C1(CCCCC1)NCCCCS(=O)(=O)O